Tert-Butyl trans-3-hydroxy-4-(3-(methylthio)phenyl)pyrrolidine-1-carboxylate O[C@@H]1CN(C[C@H]1C1=CC(=CC=C1)SC)C(=O)OC(C)(C)C